C(C)(C)(C)OC(=O)N1CCC2(C(C3=CC=CN3C2)=O)CC1 oxo-1'H,3'H-spiro[piperidine-4,2'-pyrrolizine]-1-carboxylic acid tert-butyl ester